galacturonate O=C[C@H](O)[C@@H](O)[C@@H](O)[C@H](O)C(=O)[O-]